1,3,5-trihydroxy-2-isopentenyl-xanthone OC1=C(C(=CC=2OC3=C(C=CC=C3C(C12)=O)O)O)CCC(=C)C